C(CCCC)OC(CCCCC(=O)OCCCCCC(CCCCCOC(CCCCC(OCCCCC)OCCCCC)=O)N(CC1CCN(CC1)C)C(=O)OCC1=CC=CC=C1)OCCCCC [6-[benzyloxycarbonyl-[(1-methyl-4-piperidyl)methyl]amino]-11-(6,6-dipentoxyhexanoyloxy)undecyl] 6,6-dipentoxyhexanoate